methyl 2-(5-bromo-2-fluorophenyl)-2-cyclopropylacetate BrC=1C=CC(=C(C1)C(C(=O)OC)C1CC1)F